CCCOC(=O)C1=CC=C(C=C1)OS(=O)(=O)O The molecule is a benzoate ester that is propyl 4-hydroxybenzoate in which the phenolic hydrogen has been replaced by a sulfo group. It is an aryl sulfate and a benzoate ester. It derives from a 4-hydroxybenzoic acid. It is a conjugate acid of a propyl 4-hydroxybenzoate sulfate(1-).